OCCCCN(CCCN(CCCCCC(=O)[O-])CCCCCC(=O)OCCCCCCCCCCCCCCCCCCCCCCCC)CCCCCC(OCCCCCCCCCCCCCC)=C=O Tetracosyl 6,6'-((3-((4-hydroxybutyl)(6-carbonyl-6-(tetradecyloxy)hexyl)amino)propyl)azanediyl)dihexanoate